(E)-4-(4-(phenylbenzyloxy)-3,3-difluorobut-1-en-1-yl)-3-nitro-2-(prop-1-en-2-yl)pyridine C1(=CC=CC=C1)C(C1=CC=CC=C1)OCC(/C=C/C1=C(C(=NC=C1)C(=C)C)[N+](=O)[O-])(F)F